C1(CC1)C(=O)NC1=CC(=C(N=N1)C(=O)NOC(C([2H])([2H])[2H])([2H])[2H])NC1=C(C(=CC=C1)C1=NN(C=N1)C)OC 6-(cyclopropanecarboxamido)-N-(ethoxy-d5)-4-((2-methoxy-3-(1-methyl-1H-1,2,4-triazole-3-yl)phenyl)amino)pyridazine-3-carboxamide